(2R,3R)-N,N-dibenzyl-2-methylazepan-3-amine C(C1=CC=CC=C1)N([C@H]1[C@H](NCCCC1)C)CC1=CC=CC=C1